(7-(2-(4-(6-fluorobenzothiophen-4-yl)piperazin-1-yl)ethyl)-2-oxo-3,4-dihydroquinoline-1(2H)-yl)methylcyclopentanecarboxylate FC1=CC2=C(C=CS2)C(=C1)N1CCN(CC1)CCC1=CC=C2CCC(N(C2=C1)COC(=O)C1CCCC1)=O